CCOC(=S)[S-].[K+] ethylxanthic acid potassium salt